dioctylphthalate C(CCCCCCC)OC(C=1C(C(=O)OCCCCCCCC)=CC=CC1)=O